(1R,2R)-(-)-1,2-cyclohexanediamine C1CC[C@H]([C@@H](C1)N)N